Cl.Cl.N(=NC(C(=O)N)(C)C)C(C(=O)N)(C)C azo-bis(methylpropionamide) dihydrochloride